C(C1=CC=CC=C1)N1C[C@@H]2[C@H](C1)CC(C2)NC=2N=NC(=CC2)C=2N(N=CC2C)C (3aR,5s,6aS)-2-benzyl-N-[6-(2,4-dimethylpyrazol-3-yl)pyridazin-3-yl]-3,3a,4,5,6,6a-hexahydro-1H-cyclopenta[c]pyrrol-5-amine